4-(3-(difluoromethoxy)phenyl)-2-ethoxy-6-(1-methyl-6-oxo-1,6-dihydropyridin-3-yl)thiazolo[4,5-b]pyridin-5(4H)-one FC(OC=1C=C(C=CC1)N1C2=C(C=C(C1=O)C1=CN(C(C=C1)=O)C)SC(=N2)OCC)F